tert-Butyl ((2-chloro-[1,1'-biphenyl]-4-yl)methyl)(2-(5-(cyanomethyl)-1H-imidazol-2-yl)ethyl)carbamate ClC1=C(C=CC(=C1)CN(C(OC(C)(C)C)=O)CCC=1NC(=CN1)CC#N)C1=CC=CC=C1